(S)-2-((((9H-fluoren-9-yl)methoxy)carbonyl)amino)-4-cyanobutyric acid C1=CC=CC=2C3=CC=CC=C3C(C12)COC(=O)N[C@H](C(=O)O)CCC#N